BrC=1C=CC2=C(N=C(S2)C2=C(SC=3CN(CCC32)C(=O)OC(C)(C)C)NC(=O)C3CC(C3)NC(C)C)C1 tert-butyl 3-(5-bromobenzo[d]thiazol-2-yl)-2-(3-(isopropylamino)cyclobutane-1-carboxamido)-4,7-dihydrothieno[2,3-c]pyridine-6(5H)-carboxylate